1-propylpyridinium C(CC)[N+]1=CC=CC=C1